Methanselenolat C[Se-]